tri(1-methyl-1-hydroperoxyethyl)benzene CC(C)(OO)C=1C(=C(C=CC1)C(C)(C)OO)C(C)(C)OO